2-(6-bromo-5-fluoro-1-oxo-spiro[3H-isoquinoline-4,1'-cyclopropane]-2-yl)acetic acid methyl ester COC(CN1C(C2=CC=C(C(=C2C2(CC2)C1)F)Br)=O)=O